C(C)C1N(CC2=CC(=CC(=C2C1)F)C(=O)OC)CC1COC1 methyl 3-ethyl-5-fluoro-2-(oxetan-3-ylmethyl)-1,2,3,4-tetrahydroisoquinoline-7-carboxylate